N-(1-(4-((5-chloro-4-((2-(dimethylphosphoryl)phenyl)amino)pyrimidin-2-yl)amino)-3-methoxyphenyl)piperidin-4-yl)-7-((2-(2,6-dioxopiperidin-3-yl)-1-oxoisoindolin-4-yl)amino)heptanamide ClC=1C(=NC(=NC1)NC1=C(C=C(C=C1)N1CCC(CC1)NC(CCCCCCNC1=C2CN(C(C2=CC=C1)=O)C1C(NC(CC1)=O)=O)=O)OC)NC1=C(C=CC=C1)P(=O)(C)C